ClC=1C=NC(=NC1)C=1CCN(CC1)C1C(CC1)[C@@H](O)NC=1C2=C(N=CN1)CCS2=O (R)-2-(4-(5-chloropyrimidin-2-yl)-3,6-dihydropyridin-1(2H)-yl)-5-oxo-(6,7-dihydrothieno[3,2-d]pyrimidin-4-yl)amino-cyclobutyl-methanol